O=C1NC2=C(N1C1CC(C1)C(C(=O)N)C1=CC=C(C=C1)C(F)(F)F)C=CC=C2 ((1s,3s)-3-(2-oxo-2,3-dihydro-1H-benzo[d]imidazol-1-yl)cyclobutyl)-2-(4-(trifluoromethyl)phenyl)acetamide